(R)-N-((R)-1-(2-(benzofuran-2-yl)-3,6-dimethyl-4-oxo-3,4-dihydroquinazolin-8-yl)ethyl)-2-methylpropane-2-sulfinamide O1C(=CC2=C1C=CC=C2)C2=NC1=C(C=C(C=C1C(N2C)=O)C)[C@@H](C)N[S@](=O)C(C)(C)C